4-(((5-chloro-2-(((1R,4R)-4-(((R)-1-methoxypropan-2-yl)amino)cyclohexyl)amino)-[2,4-bipyridin]-6-yl)amino)methyl)tetrahydro-2H-pyran-4-carbonitrile ClC=1C=CC(NC1NCC1(CCOCC1)C#N)(C1=CC=NC=C1)NC1CCC(CC1)N[C@@H](COC)C